8-methoxy-4-octanone COCCCCC(CCC)=O